Dodecylbenzenesulfonic acid, sodium salt [Na+].C(CCCCCCCCCCC)C1=C(C=CC=C1)S(=O)(=O)[O-]